3,5-diazidocyclohexyl benzoate C(C1=CC=CC=C1)(=O)OC1CC(CC(C1)N=[N+]=[N-])N=[N+]=[N-]